C(C)(C)(C)NS(=O)(=O)C1=CC=CC(=N1)NC(C1=C(N=C(C=C1)[C@@](CO)(C)O)N1CCC2(CC2)CC1)=O (R)-N-(6-(N-(tert-butyl)sulfamoyl)pyridin-2-yl)-6-(1,2-dihydroxypropan-2-yl)-2-(6-azaspiro[2.5]octan-6-yl)nicotinamide